6-(6-Methoxypyridin-3-yl)-1-(4-(1-methyl-4-(trifluoromethyl)-1H-imidazol-2-yl)benzyl)-1,3-dihydro-2H-imidazo[4,5-c]pyridin-2-one COC1=CC=C(C=N1)C1=CC2=C(C=N1)NC(N2CC2=CC=C(C=C2)C=2N(C=C(N2)C(F)(F)F)C)=O